C(C)(C)(C)OC(=O)N1CCN(CC1)CC(=C(CC(C)C)C1=CC=C(C=C1)Cl)C 4-(3-(4-Chlorophenyl)-2,5-dimethylhex-2-en-1-yl)piperazine-1-carboxylic acid tert-butyl ester